((1H-indol-3-yl)methyl)-5-methoxy-1H-indole N1C=C(C2=CC=CC=C12)CN1C=CC2=CC(=CC=C12)OC